C1(=CC=CC=C1)P(C(C1=C(C=C(C=C1C)C)C)=O)(C(C1=C(C=C(C=C1C)C)C)=O)=O Phenyl-bis-(2,4,6-trimethylbenzoyl)phosphine oxide